N1N=NC=C1\C=C\1/C(NC2=CC=C(C=C12)C1=C(C2=C(OCCN2)N=C1)C)=O (Z)-3-((1H-1,2,3-triazol-5-yl)methylene)-5-(8-methyl-2,3-dihydro-1H-pyrido[2,3-b][1,4]oxazin-7-yl)indolin-2-one